2-AMINO-6-METHOXY-4-OXO-4H-CHROMENE-3-CARBALDEHYDE NC=1OC2=CC=C(C=C2C(C1C=O)=O)OC